BrC#CC=1C=C2C(N(C(=NC2=CC1)C)C)=O 6-(2-bromoethynyl)-2,3-dimethyl-quinazolin-4-one